2-(6-(((1R,3S,5S,6S)-6-fluoro-1,5-dimethyl-8-azabicyclo[3.2.1]octan-3-yl)(methyl)amino)pyridazin-3-yl)-5-(1H-imidazol-1-yl)phenol F[C@@H]1[C@@]2(C[C@H](C[C@](C1)(N2)C)N(C2=CC=C(N=N2)C2=C(C=C(C=C2)N2C=NC=C2)O)C)C